ClC=1C=C(C=C(C1)C(F)(F)F)C12CN(CC2C1)C(=O)C1=CN(C2=C1C(N(C=C2C)C)=O)C 3-((1-(3-chloro-5-(trifluoromethyl)phenyl)-3-azabicyclo[3.1.0]hex-3-yl)carbonyl)-1,5,7-trimethyl-1,5-dihydro-4H-pyrrolo[3,2-c]pyridin-4-one